2-(2,6-dioxopiperidin-3-yl)-5-(12-hydroxydodecyl)isoindoline-1,3-dione O=C1NC(CCC1N1C(C2=CC=C(C=C2C1=O)CCCCCCCCCCCCO)=O)=O